CC1(OB(OC1(C)C)C=1C=C(C=CC1)[C@@]1(C=CC=2C1=NC=CC2)O)C (R,S)-7-(3-(4,4,5,5-Tetramethyl-1,3,2-dioxaborolan-2-yl)phenyl)-7H-cyclopenta[b]pyridin-7-ol